2-{6-chloroimidazo[1,2-b]Pyridazin-3-yl}-4-methoxypyridine-3-carbonitrile ClC=1C=CC=2N(N1)C(=CN2)C2=NC=CC(=C2C#N)OC